C(C)C1=NN2C(NC=C(C2=O)C(=O)O[C@@H]2CN(CC2)C=2C3=C(N=C(N2)C(C)(C)C)N(N=N3)CC3=CC=CC=C3)=C1 (3S)-1-(3-benzyl-5-tert-butyl-triazolo[4,5-d]pyrimidin-7-yl)pyrrolidin-3-ol ethyl-7-oxo-4H,7H-pyrazolo[1,5-a]pyrimidine-6-carboxylate